(3R,4S)-1-((2,4-dichlorophenyl)sulfonyl)-4-(3,4-difluorophenoxy)-3-(hydroxymethyl)pyrrolidin-3-ol ClC1=C(C=CC(=C1)Cl)S(=O)(=O)N1C[C@@]([C@H](C1)OC1=CC(=C(C=C1)F)F)(O)CO